OC1=C(C=CC(=C1)OC1OC(C(C(C1O)O)O)CO)C(C=CC1=CC(=C(C=C1)O)OC1OC(C(C(C1O)O)O)CO)=O 1-[2-Hydroxy-4-[3,4,5-trihydroxy-6-(hydroxymethyl)oxan-2-yl]oxyphenyl]-3-[4-hydroxy-3-[3,4,5-trihydroxy-6-(hydroxymethyl)oxan-2-yl]oxyphenyl]prop-2-en-1-one